6-Chloro-3-[[(1R)-1-[3,6-dimethyl-4-oxo-2-[1-(trifluoromethyl)-pyrazol-4-yl]chromen-8-yl]ethyl]amino]pyridine-2-carbonitrile ClC1=CC=C(C(=N1)C#N)N[C@H](C)C=1C=C(C=C2C(C(=C(OC12)C=1C=NN(C1)C(F)(F)F)C)=O)C